C12CN(CC(N1)C2)C2=CC(=C(C=C2)NC2=NC=C(C(=N2)C2=CC1=C(C(N(CCS1(=O)=O)C1COC1)=O)S2)C(F)(F)F)Cl 7-(2-((4-(3,6-diazabicyclo[3.1.1]heptan-3-yl)-2-chlorophenyl)amino)-5-(trifluoromethyl)pyrimidin-4-yl)-4-(oxetan-3-yl)-3,4-dihydrothieno[2,3-f][1,4]thiazepin-5(2H)-one 1,1-dioxide